2-dimethylamino-1-(4-morpholinophenyl)-2-benzylbutan-1-one CN(C(C(=O)C1=CC=C(C=C1)N1CCOCC1)(CC)CC1=CC=CC=C1)C